4-(4-chloro-2,3-difluoro-phenyl)-7-methyl-2-[2-(2-methyl-4-pyridyl)tetrahydropyran-4-yl]pteridine ClC1=C(C(=C(C=C1)C1=NC(=NC2=NC(=CN=C12)C)C1CC(OCC1)C1=CC(=NC=C1)C)F)F